2-(6-{5-Chloro-2-[(oxan-4-yl)amino]pyrimidin-4-yl}-1-oxo-2,3-dihydro-1H-isoindol-2-yl)-N-[(1R)-1-(2-methylpyridin-4-yl)ethyl]acetamid ClC=1C(=NC(=NC1)NC1CCOCC1)C1=CC=C2CN(C(C2=C1)=O)CC(=O)N[C@H](C)C1=CC(=NC=C1)C